C12CN(CC(O1)C2)C2=NC=C(C(=C2)N)Cl 2-(6-oxa-3-azabicyclo[3.1.1]heptan-3-yl)-5-chloropyridin-4-amine